2,2-dimethylpropane-1,3-diyl bis(2-methylacrylate) CC(C(=O)OCC(COC(C(=C)C)=O)(C)C)=C